(R)-10-ethyl-8-(3-(methoxymethyl)-4-methylpiperazin-1-yl)-7-methyl-1,2,3,4-tetrahydro-5H-chromeno[3,4-c]pyridin-5-one C(C)C=1C2=C(C(=C(C1)N1C[C@@H](N(CC1)C)COC)C)OC(C=1CNCCC12)=O